C(C)OC(COC(C(C)O)O)OCC (2,2-diethoxyethoxy)propane-1,2-diol